N1=CC=C(C=C1)CC(C(C)NNC(NC)=S)NNC(NC)=S 2,2'-(1-(pyridin-4-yl)butane-2,3-diyl)bis(N-methylhydrazine-1-thiocarboxamide)